3-[4-(Dimethylamino)phenyl]prop-2-enal CN(C1=CC=C(C=C1)C=CC=O)C